N-(3-cyano-4-methylbenzyl)isobutyramide C(#N)C=1C=C(CNC(C(C)C)=O)C=CC1C